6-chloro-3-methyl-pyridin-2-amine ClC1=CC=C(C(=N1)N)C